C(C=C)(=O)N1C[C@@H](CCC1)C=1C=C(C=CC1)NCC1=CC=C(C=C1)NC1=NC=C(C(=N1)NC1=C(C(=O)NC)C=CC=C1)C(F)(F)F (S)-2-((2-((4-(((3-(1-acryloylpiperidin-3-yl)phenyl)amino)methyl)phenyl)amino)-5-(trifluoromethyl)pyrimidin-4-yl)amino)-N-methylbenzamide